(benzyl-(methyl)amino)-N-(3-hydroxyphenyl)-3-isopropyl-7-(1H-pyrazol-4-yl)pyrazolo[1,5-a]pyrimidine-2-carboxamide C(C1=CC=CC=C1)N(C)C1=NC=2N(C(=C1)C=1C=NNC1)N=C(C2C(C)C)C(=O)NC2=CC(=CC=C2)O